((3',4'-dichloro-[1,1'-biphenyl]-4-yl)methyl)-2-(methylamino)pentanamide sodium-lithium-aluminium [Al].[Li].[Na].ClC=1C=C(C=CC1Cl)C1=CC=C(C=C1)CC(C(=O)N)(CCC)NC